2-(6-(6-((6-chloropyridin-3-yl)methyl)-3,6-diazabicyclo[3.1.1]heptan-3-yl)pyridin-3-yl)-6-methyl-N-(5-methyl-1H-pyrazol-3-yl)pyrimidin-4-amine ClC1=CC=C(C=N1)CN1C2CN(CC1C2)C2=CC=C(C=N2)C2=NC(=CC(=N2)NC2=NNC(=C2)C)C